CN(S(=O)(=O)N1CCC(CC1)NC(OCC1=CC=CC=C1)=O)C Benzyl (1-(N,N-dimethylsulfamoyl)piperidin-4-yl)carbamate